4-(carbamoylmethyl)-1,4-diazacycloheptane-1-carboxylic acid tert-butyl ester C(C)(C)(C)OC(=O)N1CCN(CCC1)CC(N)=O